(E)-N-((1,2,3,5,6,7-hexahydro-s-indacen-4-yl)carbamoyl)-3-(methyl(propyl)amino)prop-1-ene-1-sulfonamide C1CCC2=C(C=3CCCC3C=C12)NC(=O)NS(=O)(=O)\C=C\CN(CCC)C